NC1=NC2=CC=CC(=C2C=C1CCCCC)CCCCCNC=O N-(5-(2-amino-3-pentylquinolin-5-yl)pentyl)carboxamide